C(CCCCCCCCCCC)(=O)[O-].C(CCCCCCCCCCC)(=O)[O-].C(CCCCCCCCCCC)[Sn+2](CCCC)CCCCCCCCCCCC dilauryl-butyl-tin dilaurate